ethyl 3,5-bis(2,5-diacetoxy-4-ethoxycarbonylbenzoylamino)benzoate C(C)(=O)OC1=C(C(=O)NC=2C=C(C(=O)OCC)C=C(C2)NC(C2=C(C=C(C(=C2)OC(C)=O)C(=O)OCC)OC(C)=O)=O)C=C(C(=C1)C(=O)OCC)OC(C)=O